5,5-bis(methoxymethyl)decane COCC(CCCC)(CCCCC)COC